NC1=C(C=C(C=N1)C1=C(C=C(C=C1)NC([C@@H](O)C1=CC(=CC(=C1)F)F)=O)C)C(=O)N1CC2(C1)CNC2 (S)-N-(4-(6-amino-5-(2,6-diazaspiro[3.3]heptane-2-carbonyl)pyridin-3-yl)-3-methylphenyl)-2-(3,5-difluorophenyl)-2-hydroxyacetamide